N(C(=N)N)[C@H](C(=O)O)CCC(=O)O (S)-2-guanidino-glutaric acid